N6-(L-lysyl)-N2-(3-(4'-(4-(3-(3,5-diamino-6-chloropyrazine-2-carbonyl)guanidino)butyl)-[1,1'-biphenyl]-4-yl)propanoyl)-L-lysine N[C@@H](CCCCN)C(=O)NCCCC[C@H](NC(CCC1=CC=C(C=C1)C1=CC=C(C=C1)CCCCNC(=N)NC(=O)C1=NC(=C(N=C1N)N)Cl)=O)C(=O)O